2-ethyl-4-((3-(3-(trifluoromethyl)-1H-pyrazol-4-yl)imidazo[1,2-a]pyrazin-8-yl)amino)benzoic acid C(C)C1=C(C(=O)O)C=CC(=C1)NC=1C=2N(C=CN1)C(=CN2)C=2C(=NNC2)C(F)(F)F